1-(2-benzoxazolyl)-1-(4-methoxyphenyl)-1-butanol O1C(=NC2=C1C=CC=C2)C(CCC)(O)C2=CC=C(C=C2)OC